[C@@]12([C@@](CC[C@@H](C1(C)C)C2)(C)O)O (1S,2S,3R,5R)-(+)-pinanediol